CC=1C=C(C=CC1OC1=CC2=C(N(C=N2)C)C=C1)NC1=NC=NC=C1C=1OC=C(N1)CO (2-(4-((3-methyl-4-((1-methyl-1H-benzo[d]imidazol-5-yl)oxy)phenyl)amino)pyrimidin-5-yl)oxazol-4-yl)methanol